CC=1N=CC(=NC1)NC=1C=C(C(=NC1)C=1N=NC(=CC1)N1C[C@H](NCC1)C(C)C)O 5-[(5-methylpyrazin-2-yl)amino]-2-{6-[(3R)-3-(propan-2-yl)piperazin-1-yl]pyridazin-3-yl}pyridin-3-ol